S1C(=NC2=C1C=CC=C2)NC(=O)C=2C=CC=C1CCN(CC21)C2=CC=C(C(=N2)C(=O)OC(C)(C)C)C2=C(C=C(C=C2)OCCCCC2CCN(CC2)CC(=O)OCC)C tert-butyl 6-[8-(1,3-benzothiazol-2-ylcarbamoyl)-3,4-dihydro-1H-isoquinolin-2-yl]-3-[4-[4-[1-(2-ethoxy-2-oxo-ethyl)-4-piperidyl]butoxy]-2-methyl-phenyl]pyridine-2-carboxylate